ClC=1C=NC(=NC1)N1CCC(CC1)(C)CCCCO 4-(1-(5-chloropyrimidin-2-yl)-4-methylpiperidin-4-yl)butan-1-ol